3,4-dimethyl-trans-3-hexene CC(CC)=C(CC)C